BrC1=NC=C(C(=C1)OCCO)OC 2-((2-bromo-5-methoxypyridin-4-yl)oxy)ethan-1-ol